amino-1-(trifluoromethyl)cyclohexane-1-carbonitrile hydrochloride Cl.NC1C(CCCC1)(C#N)C(F)(F)F